3-[(2-chloro-6-fluorophenyl)methyl]-4-[2-(4,4-difluoropiperidin-1-yl)ethyl]-4,5-dihydro-1,2,4-oxadiazol-5-one ClC1=C(C(=CC=C1)F)CC1=NOC(N1CCN1CCC(CC1)(F)F)=O